(S)-2-((4-((2-hydroxy-1-phenylethyl)amino)-5-(5-(2-hydroxypropan-2-yl)-1,3,4-oxadiazol-2-yl)pyridin-2-yl)amino)-7,7-dimethyl-6,7-dihydro-5H-pyrrolo[3,4-d]pyrimidin-5-one OC[C@H](C1=CC=CC=C1)NC1=CC(=NC=C1C=1OC(=NN1)C(C)(C)O)NC=1N=CC2=C(N1)C(NC2=O)(C)C